1-(2,4-dimethylphenyl)ethan-1-one CC1=C(C=CC(=C1)C)C(C)=O